(1S,2S)-N1-((R)-1-(5-fluorobenzofuran-2-yl)ethyl)-N2-(3-(trifluoromethyl)phenyl)cyclopropane-1,2-dicarboxamide FC=1C=CC2=C(C=C(O2)[C@@H](C)NC(=O)[C@@H]2[C@H](C2)C(=O)NC2=CC(=CC=C2)C(F)(F)F)C1